ClC=1C2=C(SC1C(=O)N[C@@H]1CCO[C@]13O[C@@H]([C@@H]([C@@H]([C@H]3O)N3N=NC(=C3)C3=CC(=C(C(=C3)F)F)F)O)CO)C=CC=C2 3-chloro-N-((4r,5s,7r,8r,9s,10r)-8,10-dihydroxy-7-(hydroxymethyl)-9-(4-(3,4,5-trifluorophenyl)-1H-1,2,3-triazol-1-yl)-1,6-dioxaspiro[4.5]dec-4-yl)benzo[b]thiophene-2-carboxamide